5-(2-fluoro-6-(2H-1,2,3-triazol-2-yl)benzoyl)hexahydro-pyrrolo[3,4-c]pyrrole-2(1H)-carboximidamide-TFA salt OC(=O)C(F)(F)F.FC1=C(C(=O)N2CC3C(C2)CN(C3)C(N)=N)C(=CC=C1)N1N=CC=N1